N,N-di-L-lysyl-L-cystine dihydrochloride Cl.Cl.N[C@@H](CCCCN)C(=O)N([C@@H](CSSC[C@@H](C(=O)O)N)C(=O)O)C([C@@H](N)CCCCN)=O